tert-butyl 4-[(4s)-7-chloro-5-[2-[(2,5-dioxopyrrolidin-1-yl)methyl]thieno[3,2-b]pyridin-7-yl]chroman-4-yl]piperazine-1-carboxylate ClC1=CC(=C2[C@H](CCOC2=C1)N1CCN(CC1)C(=O)OC(C)(C)C)C1=C2C(=NC=C1)C=C(S2)CN2C(CCC2=O)=O